(S)-Benzyl 3-(1-ethyl-4-methyl-1H-benzo[d][1,2,3]triazol-5-yl)-2,2-dimethyl-3-(5-methyl-4-((4,6,6-trimethyl-3-oxo-1,4-diazepan-1-yl)methyl)thiophen-2-yl)propanoate C(C)N1N=NC2=C1C=CC(=C2C)[C@@H](C(C(=O)OCC2=CC=CC=C2)(C)C)C=2SC(=C(C2)CN2CC(N(CC(C2)(C)C)C)=O)C